ClC1=C(C(=NN1CC)C1=NOC=C1)C(=O)NC1CCC2(CCN(CC2)CCC(C)(C)C)CC1 5-Chloro-N-(3-(3,3-dimethylbutyl)-3-azaspiro[5.5]undecan-9-yl)-1-ethyl-3-(isoxazol-3-yl)-1H-pyrazole-4-carboxamide